C1(CC1)C#CC=1C(=NC(=C(C(=O)NC2=CC(=NC=C2)S(N)(=O)=O)C1)N1CCC(CC1)(F)F)C 5-(Cyclopropylethynyl)-2-(4,4-difluoropiperidin-1-yl)-6-methyl-N-(2-sulfamoylpyridin-4-yl)nicotinamide